{4-[4-(morpholin-4-yl)-7H-pyrrolo[2,3-d]pyrimidin-6-yl]phenyl}-4-[(piperidin-4-yl)amino]pyridine-2-carboxamide N1(CCOCC1)C=1C2=C(N=CN1)NC(=C2)C2=CC=C(C=C2)C=2C(=NC=CC2NC2CCNCC2)C(=O)N